N-((1S)-1-cyclohexyl-2-((2-(3-hydroxypyrrolidine-1-carbonyl)-2-((R)-4-isopropyl-2-oxoimidazolidin-1-yl)-2,3-dihydro-1H-inden-5-yl)amino)-2-oxoethyl)-1-methyl-1H-pyrazole-5-carboxamide C1(CCCCC1)[C@@H](C(=O)NC=1C=C2CC(CC2=CC1)(N1C(N[C@@H](C1)C(C)C)=O)C(=O)N1CC(CC1)O)NC(=O)C1=CC=NN1C